CN1CCN(CC1)C=1C(=CN=NC1)C(=N)C=1C=C2N=CC=NC2=CC1 (5-(4-Methylpiperazin-1-yl)pyridazin-4-yl)-1-(quinoxalin-6-yl)methanimine